3-methoxy-pyran-6-carboxamide COC=1COC(=CC1)C(=O)N